CN1C(=CC=CC1=O)N1[C@H]([C@H](CC1)NS(=O)(=O)C)CO[C@@H]1CC[C@@H](CC1)C1=CC=CC=C1 N-((2R,3S)-1-(1-methyl-6-oxo-1,6-dihydropyridin-2-yl)-2-((((CIS)-4-phenylcyclohexyl)oxy)methyl)pyrrolidin-3-yl)methanesulfonamide